4-(tert-butyl-chloro-methyl-silyl)oxycyclohexanol C(C)(C)(C)[Si](OC1CCC(CC1)O)(C)Cl